(S)-1-benzyl-N-(3-(3-bromophenyl)-1-(methylamino)-1-oxopropan-2-yl)-3-(3-chlorophenyl)-1H-pyrazole-5-carboxamide C(C1=CC=CC=C1)N1N=C(C=C1C(=O)N[C@H](C(=O)NC)CC1=CC(=CC=C1)Br)C1=CC(=CC=C1)Cl